tetrahydroimidazo[1,5-a]pyrazine-1,3(2H,5H)-dione C1(NC(N2C1CNCC2)=O)=O